BrC1=C2C=C(C(N(C2=CC(=C1)OCCN1CCOCC1)C)=O)C 5-bromo-1,3-dimethyl-7-(2-morpholinoethoxy)quinolin-2(1H)-one